2-(4-vinyl-phenyl)pyridine C(=C)C1=CC=C(C=C1)C1=NC=CC=C1